2,2,2-trifluoroethyl N-[(4,5-dichloro-2-thienyl)carbonyl]isoleucinate ClC=1C=C(SC1Cl)C(=O)N[C@@H]([C@@H](C)CC)C(=O)OCC(F)(F)F